FC(CN1C(=NC=2C1=NC(=CC2)C=2C=CN1N=C(N=CC12)NC1CCC2(CN(C2)C)CC1)C)F 5-(3-(2,2-Difluoroethyl)-2-methyl-3H-imidazo[4,5-b]pyridin-5-yl)-N-(2-methyl-2-azaspiro[3.5]non-7-yl)pyrrolo[2,1-f][1,2,4]triazin-2-amine